2-(2,6-dimethylpyridin-4-yl)-3-isopropyl-1,5,7,8-tetrahydro-6H-pyrrolo[3,2-b][1,7]naphthyridine-6-carboxylate CC1=NC(=CC(=C1)C1=C(C2=NC=3CN(CCC3C=C2N1)C(=O)[O-])C(C)C)C